ammonium pentadecanedicarboxylate C(CCCCCCCCCCCCCC)(C(=O)[O-])C(=O)[O-].[NH4+].[NH4+]